ClC=1C2=CN(N=C2C=CC1C1=CNC=2N=C(N(C(C21)=O)C)N2[C@H](CNCC2)C)C (S)-5-(4-chloro-2-methyl-2H-indazol-5-yl)-3-methyl-2-(2-methyl-piperazin-1-yl)-3,7-dihydro-4H-pyrrolo[2,3-d]pyrimidin-4-one